NC1CC(C1)(O)C(F)(F)F 3-amino-1-(trifluoromethyl)cyclobutan-1-ol